FC1=C(C(=C2C=CNC2=C1F)SC)OC=1C=CC(=C(C1)C=1NC=C(N1)[C@]1(CCOC2=C(C=CC=C12)[C@H]1[C@H](C1)C(=O)OCC)C)F ethyl (1S,2R)-2-[(4S)-4-[2-[5-[(6,7-difluoro-4-methylsulfanyl-1H-indol-5-yl)oxy]-2-fluoro-phenyl]-1H-imidazol-4-yl]-4-methyl-chroman-8-yl]cyclopropanecarboxylate